ClC1=C(C=C(C=C1F)CCC(=O)NC1=CC(=NN1)C1=CC=NC=C1)F 3-(4-chloro-3,5-difluorophenyl)-N-(3-(pyridin-4-yl)-1H-pyrazol-5-yl)propanamide